8-(4-(4-(3-(2-(2,6-dioxopiperidin-3-yl)-1-oxoisoindoline-5-yl)propyl)piperazin-1-yl)piperidin-1-yl)-9-ethyl-6,6-dimethyl-11-oxo-6,11-dihydro-5H-benzo[b]carbazole O=C1NC(CCC1N1C(C2=CC=C(C=C2C1)CCCN1CCN(CC1)C1CCN(CC1)C=1C(=CC2=C(C(C=3NC4=CC=CC=C4C3C2=O)(C)C)C1)CC)=O)=O